2-(3-chlorophenyl)-N-(6-oxo-1-phenyl-1,6-dihydropyridin-3-yl)acetamide ClC=1C=C(C=CC1)CC(=O)NC1=CN(C(C=C1)=O)C1=CC=CC=C1